C1(=CC(=CC=C1)C(=O)N1C(C1)C)C(=O)N1C(C1)C 1,1'-(1,3-Phenylendicarbonyl)bis(2-methylaziridin)